C(C)(C)(C)C=1C=C(C=CC1)C=1NC2=CC=C(C=C2C1)S(=O)(=O)C(C(=O)O)(C)C 2-((2-(3-(tert-butyl)phenyl)-1H-indol-5-yl)sulfonyl)-2-methylpropanoic acid